C(C)(C)(C)C=1C=C(C=C(C1O)C(C)(C)C)OC 3,5-di-tert-butyl-4-hydroxy-anisole